5-{4-[(piperidin-4-yl)methyl]piperazin-1-yl}-2,3-dihydro-1H-isoindole-1,3-dione N1CCC(CC1)CN1CCN(CC1)C=1C=C2C(NC(C2=CC1)=O)=O